NC=1C=C(C=CC1)S(=O)(C)=NC(OC(C)(C)C)=O tert-butyl ((3-aminophenyl)(methyl)(oxo)-λ6-sulfaneylidene)carbamate